BrC1=C(C(C(=O)O)=CC(=C1)Br)C(=O)O 3,5-dibromophthalic acid